BrC1=CC2=C(OC[C@@H](C(N2C)=O)NC(=O)C2=NC=CC(=C2)OC2=CC=CC=C2)C=C1 (S)-N-(7-bromo-5-methyl-4-oxo-2,3,4,5-tetrahydrobenzo[b][1,4]oxaazepin-3-yl)-4-phenoxypyridineamide